O=C1NC=C(C(N1)=O)C1=CC(=C(N=N1)C#N)N1CC(CC1)OCCN1CCCCC1 6-(2,4-dioxo-1H-pyrimidin-5-yl)-4-[3-[2-(1-piperidyl)ethoxy]pyrrolidin-1-yl]pyridazine-3-carbonitrile